(2R,4R)-4-fluoro-N-(3-(2-((3-meth-oxy-1-methyl-1H-pyrazol-4-yl)amino)-5-methylpyrimidin-4-yl)-1H-indol-7-yl)pyrrolidine-2-carboxamide F[C@@H]1C[C@@H](NC1)C(=O)NC=1C=CC=C2C(=CNC12)C1=NC(=NC=C1C)NC=1C(=NN(C1)C)OC